9,10-Nonacosadiene CCCCCCCCC=C=CCCCCCCCCCCCCCCCCCC